[N+](=O)([O-])C1=C(C=CC(=C1)[N+](=O)[O-])C(C(=O)O)CC 2,4-dinitrophenyl-butyric acid